phosphate (dimethyl methylphosphonate) CC(P(O)(O)=O)C.P(=O)(O)(O)O